OC1=C(C=C(C=C1)NS(=O)(=O)C1=CC=C(C=C1)C)N1N=C(C=C1)C(C)C N-(4-hydroxy-3-(3-isopropyl-1H-pyrazol-1-yl)phenyl)-4-methylbenzenesulfonamide